C1(=CC=C(C=C1)CN(C(OC(C)(C)C)=O)C1=CC(=NC=2N1N=CC2CC)C)C2=CC=CC=C2 tert-butyl ([1,1'-biphenyl]-4-ylmethyl)(3-ethyl-5-methylpyrazolo[1,5-a]pyrimidin-7-yl)carbamate